C(#N)[C@@]1([C@@H](CN(CCC1)C=1C2=C(N=C(N1)OCC13CCCN3CCC1)C(=C(N=C2)C2=CC(=CC1=CC=CC(=C21)C#C)O)F)NC(C=C)=O)C N-((3S,4S)-4-cyano-1-(7-(8-ethynyl-3-hydroxynaphthalen-1-yl)-8-fluoro-2-((tetrahydro-1H-pyrrolizin-7a(5H)-yl)methoxy)pyrido[4,3-d]pyrimidin-4-yl)-4-methylazepan-3-yl)acrylamide